2-[2-[ethyl-[(4-methoxyphenyl)methyl]amino]-4-methyl-7-oxo-thieno[2,3-d]pyridazin-6-yl]acetic acid ethyl ester C(C)OC(CN1N=C(C2=C(C1=O)SC(=C2)N(CC2=CC=C(C=C2)OC)CC)C)=O